2-Methyl-6-(methylsulfonyl)pyrimido[5,4-d]pyrimidin-4(3H)-one CC=1NC(C2=C(N1)C=NC(=N2)S(=O)(=O)C)=O